C(C1=CC=CC=C1)N1C([C@H]2N(CCC[C@H]2C1=O)C(=O)OC(C)(C)C)=O tert-butyl (4aR,7aS)-6-benzyl-octahydro-5,7-dioxopyrrolo[3,4-b]pyridine-1-carboxylate